C1(=CC=CC=C1)C(\C=C\NC1=CC=C(C=C1)C)=O (E)-1-phenyl-3-(p-toluylamino)-prop-2-en-1-one